O[C@@]1(CN(CCC1)C1=NC(=NC=C1C(F)(F)F)NC1=C(C=C(C=C1)S(=O)(=O)NC1(CCN(CC1)C(=O)OC(C)(C)C)C)C)C tert-butyl 4-[[4-[[4-[(3S)-3-hydroxy-3-methyl-1-piperidyl]-5-(trifluoromethyl)pyrimidin-2-yl]amino]-3-methyl-phenyl]sulfonylamino]-4-methyl-piperidine-1-carboxylate